(trifluoromethyl)pent-2-en FC(F)(F)CC=CCC